CCOC(=O)C[C@H](C)O ethyl (S)-(-)-3-hydroxybutyrate